N-[6-[(Aminoiminomethyl)amino]hexyl]-N'-(4-chlorophenyl)-imidodicarbonimidic diamide NN=CNCCCCCCNC(=N)N(C(N)=N)C1=CC=C(C=C1)Cl